2-[4-methyl-2-(trifluoromethyl)phenyl]sulphonylacetonitrile CC1=CC(=C(C=C1)S(=O)(=O)CC#N)C(F)(F)F